methylcyclohexyl methacrylate C(C(=C)C)(=O)OC1(CCCCC1)C